5-bromo-6-(((1-(4-(5,7-dimethoxy-4-oxo-3,4-dihydroquinazolin-2-yl)phenyl)piperidin-4-yl)(methyl)amino)methyl)-2-(2,6-dioxopiperidin-3-yl)isoindoline-1,3-dione BrC=1C=C2C(N(C(C2=CC1CN(C)C1CCN(CC1)C1=CC=C(C=C1)C1=NC2=CC(=CC(=C2C(N1)=O)OC)OC)=O)C1C(NC(CC1)=O)=O)=O